2-amino-4-(trifluoromethyl)thiazol NC=1SC=C(N1)C(F)(F)F